Benzyl ((3-(3-(2,3-dichlorophenyl)-1-(tetrahydro-2H-pyran-2-yl)-1H-pyrazolo[3,4-b]pyrazin-6-yl)-7-(1-methyl-1H-pyrazol-5-yl)-3-azabicyclo[4.1.0]heptan-7-yl)methyl)carbamate ClC1=C(C=CC=C1Cl)C1=NN(C2=NC(=CN=C21)N2CC1C(C1CC2)(C2=CC=NN2C)CNC(OCC2=CC=CC=C2)=O)C2OCCCC2